C(#N)C=1C=C(C=CC1F)N1N=CC(=C1C(F)(F)F)C(=O)NC=1C=NC(=C(C1)C#N)N1N=CC=N1 1-(3-cyano-4-fluorophenyl)-N-(5-cyano-6-(2H-1,2,3-triazol-2-yl)pyridin-3-yl)-5-(trisFluoromethyl)-1H-pyrazole-4-carboxamide